ethyl 7-[5-(bromomethyl)-1-methyl-1H-pyrazol-4-yl]-1-[3-(methylamino)propyl]-3-[3-(naphthalen-1-yloxy)propyl]-1H-indole-2-carboxylate hydrochloric acid salt Cl.BrCC1=C(C=NN1C)C=1C=CC=C2C(=C(N(C12)CCCNC)C(=O)OCC)CCCOC1=CC=CC2=CC=CC=C12